O=C1NC(CCC1N1C(C2=CC=CC=C2C(C1=O)NCCCCNC(C1=CC(=CC=C1)C)=O)=O)=O N-(4-((2-(2,6-dioxopiperidin-3-yl)-1,3-dioxoisoquinoline-4-yl)amino)butyl)-3-methylbenzamide